C(C)#N (e)-acetonitrile